6-methyl-N1-(2-methyl-1,2,3,4-tetrahydroisoquinolin-7-yl)isoquinoline-1,5-diamine CC1=C(C=2C=CN=C(C2C=C1)NC1=CC=C2CCN(CC2=C1)C)N